phenyldimethyl-pentenal di-tert-butyl-((butane-1,4-diylbis(azanediyl))bis(2-fluoropropane-3,1-diyl))dicarbamate C(C)(C)(C)N(C(O)=O)CC(CNCCCCNCC(CN(C(O)=O)C(C)(C)C)F)F.C1(=CC=CC=C1)C(C=O)=CC(C)(C)C